C1N(CCC=2NC=3C=CC=CC3C21)C(=O)OC(C)(C)C tert-butyl 1,3,4,5-tetrahydro-2H-pyrido[4,3-b]indole-2-carboxylate